(3R)-1-[7-[8-ethyl-3-(methoxymethoxy)-1-naphthyl]-8-fluoro-2-[[1-(hydroxymethyl)cyclopropyl]methoxy]pyrido[4,3-d]pyrimidin-4-yl]-3-methyl-piperidin-3-ol C(C)C=1C=CC=C2C=C(C=C(C12)C1=C(C=2N=C(N=C(C2C=N1)N1C[C@@](CCC1)(O)C)OCC1(CC1)CO)F)OCOC